(2E,6E,8E)-N-(2-hydroxy-2-methylpropyl)-10-oxo-2,6,8-decatrienamide OC(CNC(\C=C\CC\C=C\C=C\C=O)=O)(C)C